CS(=O)(=O)O.C=C(C)CCC 2-methylenepentane methanesulfonate